CC(C(=O)O)C(C(C(=O)O)C)C 2,3,4-trimethyl-glutaric acid